2-fluoro-1,3-bis(2,2-difluoroethoxy)propane FC(COCC(F)F)COCC(F)F